tert-butyl 4-(4-cyanophenyl)-6-(dimethylamino)-isoindoline-2-carboxylate C(#N)C1=CC=C(C=C1)C1=C2CN(CC2=CC(=C1)N(C)C)C(=O)OC(C)(C)C